normal nonadecane CCCCCCCCCCCCCCCCCCC